N-(5-((6-methoxypyridin-3-yl)ethynyl)-8-(methylamino)-2,7-naphthyridin-3-yl)cyclopropanecarboxamide COC1=CC=C(C=N1)C#CC1=C2C=C(N=CC2=C(N=C1)NC)NC(=O)C1CC1